ClC1=C(C(=O)C2=CC=C(C=C2)C2=CC=CC=C2)C=CC=C1 2-chloro-4'-phenylbenzophenone